perfluorophenyl-4-methyl-4-(pyridine-2-yldisulfanyl)pentanoate FC(C(=O)[O-])(C(C(C(F)(F)F)(SSC1=NC(=C(C(=C1F)F)F)F)C(F)(F)F)(F)F)C1=C(C(=C(C(=C1F)F)F)F)F